BrCC(=O)OCC(C)OC(CBr)=O 1,2-bis(bromoacetoxy)propane